N-oleoyl-aspartic acid C(CCCCCCC\C=C/CCCCCCCC)(=O)N[C@@H](CC(=O)O)C(=O)O